chloro-(2-dicyclohexylphosphino-2',4',6'-triisopropyl-1,1'-biphenyl) ClC=1C(=C(C=CC1)C1=C(C=C(C=C1C(C)C)C(C)C)C(C)C)P(C1CCCCC1)C1CCCCC1